BrC=1C(NC=C(C1)[N+](=O)[O-])=O 3-bromo-5-nitropyridin-2(1H)-one